N(=[N+]=[N-])CCCCCCOC[C@@]12[C@H]3[C@@H]([C@H]([C@@H](OC1)O2)NC2=NC(=CN=C2)C(F)(F)F)OC(O3)(C)C N-((3aR,4S,7S,8R,8aR)-4-(((6-azidohexyl)oxy)methyl)-2,2-dimethylhexahydro-4,7-epoxy[1,3]dioxolo[4,5-d]oxepin-8-yl)-6-(trifluoromethyl)pyrazin-2-amine